6-(4-((1H-indazol-5-yl)amino)pyrimidin-2-yl)-N-(pyrimidin-4-yl)-1H-indole-2-carboxamide N1N=CC2=CC(=CC=C12)NC1=NC(=NC=C1)C1=CC=C2C=C(NC2=C1)C(=O)NC1=NC=NC=C1